Oxazole-5-thiocarboxamide O1C=NC=C1C(N)=S